1-(4-methoxybenzyl)-2-oxo-piperidine COC1=CC=C(CN2C(CCCC2)=O)C=C1